(S)-N-(1-cyclohexyl-2-((5-(1,4-dimethyl-1H-pyrazol-5-yl)pyridin-2-yl)amino)-2-oxoethyl)-3-methylisoxazole-4-carboxamide C1(CCCCC1)[C@@H](C(=O)NC1=NC=C(C=C1)C1=C(C=NN1C)C)NC(=O)C=1C(=NOC1)C